2,3,5,6-tetrafluoropyridine-4-nitrile FC1=NC(=C(C(=C1F)C#N)F)F